The molecule is a ceramide phosphoinositol compound having a tetracosanoyl group attached to the ceramide nitrogen, hydroxylation at C-4 of the long-chain base, and hydroxylation at C-2 of the very-long-chain fatty acid. It has a role as a Saccharomyces cerevisiae metabolite. It derives from a N-(2-hydroxytetracosanoyl)phytosphingosine. It is a conjugate acid of an Ins-1-P-Cer(t18:0/2-OH-24:0)(1-). CCCCCCCCCCCCCCCCCCCCCC[C@@H](C(=O)N[C@@H](COP(=O)(O)OC1[C@@H]([C@H](C([C@H]([C@H]1O)O)O)O)O)[C@@H]([C@H](CCCCCCCCCCCCCC)O)O)O